CNC1=NC(=NC=N1)OC1CNCC1 3-((4-(methylamino)-1,3,5-triazin-2-yl)oxy)pyrrolidin